2,5-difluoro-3,6-dihydroxy-p-benzoquinone FC=1C(C(=C(C(C1O)=O)F)O)=O